2-(4-methylphenyl)-4-(diphenylphosphono)-4H-chromene CC1=CC=C(C=C1)C=1OC2=CC=CC=C2C(C1)P(=O)(OC1=CC=CC=C1)OC1=CC=CC=C1